CC1=C(C2=CC=CC=C2C=C1)C(=O)P(C1=C(C=CC(=C1)C)C)(C(=O)C1=C(C=CC2=CC=CC=C12)C)=O Bis-(2-methyl-1-naphthoyl)-2,5-dimethylphenylphosphine oxide